6-(4-ethoxyphenyl)-N'-(5-methoxy-2-methylbenzyl)pyrazine-2-carbohydrazide C(C)OC1=CC=C(C=C1)C1=CN=CC(=N1)C(=O)NNCC1=C(C=CC(=C1)OC)C